diisocyanato-3,3'-diphenylbiphenyl N(=C=O)C1=C(C(=C(C=C1)C1=CC(=CC=C1)C1=CC=CC=C1)N=C=O)C1=CC=CC=C1